FC1=C(C#N)C(=C(N=C1)F)F 3,5,6-trifluoroisonicotinonitrile